CC1=CC=C(C=C1)C=O P-TOLUALDEHYDE